C(C1=CC=CC=C1)(=O)O.C1(CCCCC1)C(=O)O cyclohexanoic acid benzoate